ClC=1C=C(OC2CCC(CC2)NC(OC(C)(C)C)=O)C=CC1C#N tert-Butyl ((1r,4r)-4-(3-chloro-4-cyanophenoxy)cyclohexyl)carbamate